C(=O)(O)C(CC=1C=C(CN(CC2=CC=CC3=C2N(C(=N3)CC(C(=O)O)C3CNCC3)C)CC3=CC=CC2=C3N(C(=N2)CC(C(=O)O)C2CNCC2)C)C=CC1)C1CNCC1 3,3'-((((3-(2-carboxy-2-(pyrrolidin-3-yl)ethyl)benzyl)azanediyl)bis(methylene))bis(1-methyl-1H-benzo[d]imidazole-7,2-diyl))bis(2-(pyrrolidin-3-yl)propanoic acid)